(1R,2S,3R,5R)-3-[4-amino-5-(1,2,4-thiadiazol-5-yl)pyrrolo[2,3-d]pyrimidin-7-yl]-5-[{{3-[(2-phenylethyl)amino]propyl}amino}methyl]cyclopentane-1,2-diol NC=1C2=C(N=CN1)N(C=C2C2=NC=NS2)[C@H]2[C@@H]([C@@H]([C@H](C2)CNCCCNCCC2=CC=CC=C2)O)O